N-(1-methyl-4-piperidyl)-1,7-naphthyridine-6-carboxamide CN1CCC(CC1)NC(=O)C=1C=C2C=CC=NC2=CN1